C(C#CC)(=O)N1[C@@H](CC1)COC=1C=NC=CC1N1C=C(C=2C(NCCC21)=O)NC2=C(C(=CC=C2)Cl)OC (3-{[(2S)-1-(but-2-ynoyl)azetidin-2-yl]methoxy}pyridin-4-yl)-3-[(3-chloro-2-methoxyphenyl)amino]-1H,5H,6H,7H-pyrrolo[3,2-c]pyridin-4-one